tert-butyl (s)-3-((4-amino-1H-pyrazol-1-yl)(phenyl)methyl)azetidine-1-carboxylate NC=1C=NN(C1)[C@@H](C1CN(C1)C(=O)OC(C)(C)C)C1=CC=CC=C1